FC1=C(C(=CC(=C1)C=1N=NN(N1)C[C@@H]1OCCCC1)F)S(=O)(=O)NCCO (R)-2,6-difluoro-N-(2-hydroxyethyl)-4-(2-((tetrahydro-2H-pyran-2-yl)methyl)-2H-tetrazol-5-yl)benzenesulfonamide